C(C)(C)(C)C1=NN(C(=C1)C(=O)OCC)C1COC1 ethyl 3-(tert-butyl)-1-(oxetan-3-yl)-pyrazole-5-carboxylate